CC1=CC=C(C=C1)S(=O)(=O)N[C@H]([C@@H](N)C1=CC=CC=C1)C1=CC=CC=C1 (S,S)-N-(p-toluenesulfonyl)-1,2-diphenyl-1,2-ethylenediamine